3-methyl-6-(trifluoromethyl)pyridazine CC=1N=NC(=CC1)C(F)(F)F